5-(1,3-benzothiazol-4-ylmethoxy)-2-fluoro-4-methoxyaniline S1C=NC2=C1C=CC=C2COC=2C(=CC(=C(N)C2)F)OC